ClCCSC[C@H](N)C(=O)O S-2-chloroethyl-cysteine